C1(CCCCC1)=C1C(C(=CC=C1)C1C(CCCC1)OC1=CC=C(C=C1)N1C(C=CC1=O)=O)C1C(CCCC1)OC1=CC=C(C=C1)N1C(C=CC1=O)=O cyclohexylidene-bis(1-(4-maleimidophenoxy)-2-cyclohexyl)benzene